C(C)OC(=O)C1=NN(C=C1OS(=O)(=O)C(C(C(C(F)(F)F)(F)F)(F)F)(F)F)C=1C=NC=CC1 4-{[(nonafluorobutyl)sulfonyl]oxy}-1-(pyridin-3-yl)-1H-pyrazole-3-carboxylic acid ethyl ester